IC1=C(C(=CC(=C1)I)C=C)O 2,4-diiodo-6-vinylphenol